ethyl (2R)-2-[4-[2-chloro-4-(tetradecanoylamino)phenyl]-2-oxo-chromen-7-yl]oxypropanoate ClC1=C(C=CC(=C1)NC(CCCCCCCCCCCCC)=O)C1=CC(OC2=CC(=CC=C12)O[C@@H](C(=O)OCC)C)=O